2-(2-chlorophenyl)-5-(8-((2-methoxyethoxy)methyl)-1,2,3,4-tetrahydronaphthalen-2-yl)-4,5,6,7-tetrahydro-3H-imidazo[4,5-c]pyridine ClC1=C(C=CC=C1)C1=NC2=C(CN(CC2)C2CC3=C(C=CC=C3CC2)COCCOC)N1